(R)-3-(4-(1-benzyl-1H-1,2,4-triazol-3-yl)-3-methylpiperazin-1-yl)-6-(1-methyl-1H-pyrazol-4-yl)pyrazolo[1,5-a]pyridine C(C1=CC=CC=C1)N1N=C(N=C1)N1[C@@H](CN(CC1)C=1C=NN2C1C=CC(=C2)C=2C=NN(C2)C)C